3-(4-fluorophenyl)-1-methyl-4-(4,4,5,5-tetramethyl-1,3,2-dioxaborolan-2-yl)-1H-pyrrole-2-carbonitrile FC1=CC=C(C=C1)C1=C(N(C=C1B1OC(C(O1)(C)C)(C)C)C)C#N